Cl.COC=1C=C(C=CC1OC)C1=NNC2=NC(=NC(=C21)OC2CCCC2)NC2=C(C=CC=C2)N2CC(OCC2)OC 3-(3,4-dimethoxyphenyl)-4-(cyclopentyloxy)-N-[(2-methoxy-4-morpholinyl)phenyl]-1H-pyrazolo[3,4-d]pyrimidin-6-amine hydrochloride